3-[4-(benzyloxy)phenyl]oxetan-3-ol C(C1=CC=CC=C1)OC1=CC=C(C=C1)C1(COC1)O